FC(C)(F)C1=CN=CC(=N1)N1N=C(C=2C=NC(=CC21)NC(C)=O)N2C[C@@H](CC2)NC(C)C (R)-N-(1-(6-(1,1-difluoroethyl)pyrazin-2-yl)-3-(3-(isopropylamino)pyrrolidin-1-yl)-1H-pyrazolo[4,3-c]pyridin-6-yl)acetamide